O1CC(C1)N1CCC(CC1)C=1N=C(N2C(=NC=CC21)N)C2=CC=C(C=C2)OC2=CC=CC=C2 1-(1-(oxetan-3-yl)piperidin-4-yl)-3-(4-phenoxyphenyl)imidazo[1,5-c]pyrimidin-5-amine